2-(2-(((5-chloro-2-(1H-tetrazol-1-yl) phenyl) amino)-2-oxoacetamido)-3-(4-(3-(cyclopropylsulfonyl) ureido) phenyl) propionamido)-1H-indole-1,2-dicarboxylate ClC=1C=CC(=C(C1)NC(C(=O)NC(C(=O)NC1(N(C2=CC=CC=C2C1)C(=O)[O-])C(=O)[O-])CC1=CC=C(C=C1)NC(=O)NS(=O)(=O)C1CC1)=O)N1N=NN=C1